CC(CC(C1=NC(=NO1)C1=NN=CN1)NC(NC1=CC(=CC=C1)N1C(NCC1)=O)=O)C 3-{3-methyl-1-[3-(4H-1,2,4-triazol-3-yl)-1,2,4-oxadiazol-5-yl]-butyl}-1-[3-(2-oxoimidazolidin-1-yl)phenyl]-urea